ClC1=NN2C(C(=N1)N)=CC=C2 2-chloro-4-aminopyrrolo[2,1-f][1,2,4]triazine